CC1(N(CC(N(C1)C(=O)OC(C)(C)C)=O)C(=O)OCC1=CC=CC=C1)C O1-benzyl O4-tert-butyl 2,2-dimethyl-5-oxopiperazine-1,4-dicarboxylate